tert-butyl 2,2-dimethyl-5-oxopyrrolidine-1-carboxylate CC1(N(C(CC1)=O)C(=O)OC(C)(C)C)C